C(CN)N.[Na].[Na].[Na] trisodium (S,S)-ethylenediamine